FC(C1=CC=C2CCCN(C2=C1)C1=CC2=C(C(=N1)C=1CCS(CC1)(=O)=O)N(C(N2C)=O)C)F 6-(7-(difluoromethyl)-3,4-dihydroquinolin-1(2H)-yl)-4-(1,1-dioxido-3,6-dihydro-2H-thiopyran-4-yl)-1,3-dimethyl-1,3-dihydro-2H-imidazo[4,5-c]pyridin-2-one